O=C1CC(CO1)OC(C(=C)C)=O methacrylic acid-5-oxo-tetrahydrofuran-3-yl ester